6-(7,8-dimethyl-3-(trifluoromethyl)-[1,2,4]triazolo[4,3-b]pyridazin-6-yl)-3-(pyridin-3-yl)-5,6,7,8-tetrahydro-1,6-naphthyridine CC1=C(C=2N(N=C1N1CC=3C=C(C=NC3CC1)C=1C=NC=CC1)C(=NN2)C(F)(F)F)C